NC1=C(C=C(C=C1)C1=CC=C(C=C1)F)NC(C1=CC=C(C=C1)S(=O)(=O)C1=CC=C(C=C1)F)=O N-[2-amino-5-(4-fluorophenyl)phenyl]-4-[(4-fluorophenyl)sulfonyl]benzamide